5-(6-(5-((3aS,6aR)-2-oxohexahydro-1H-thieno[3,4-d]imidazol-4-yl)pentanamido)-hexanamido)pentan-1-aminium 2,2,2-trifluoroacetate FC(C(=O)[O-])(F)F.O=C1N[C@H]2[C@@H](N1)CSC2CCCCC(=O)NCCCCCC(=O)NCCCCC[NH3+]